FC(C=1C(=NC=C(C1)C(F)(F)F)CC(=O)N(CC=1OC(=NN1)C=1C=NC=CC1)C1=CC=C(C=C1)F)(F)F 2-(3,5-Bis(trifluoromethyl)pyridin-2-yl)-N-(4-fluorophenyl)-N-((5-(pyridin-3-yl)-1,3,4-oxadiazol-2-yl)methyl)acetamide